[(4R)-1-(tert-butoxycarbonyl)-3,3-difluoropiperidin-4-yl]acetic acid C(C)(C)(C)OC(=O)N1CC([C@H](CC1)CC(=O)O)(F)F